FC=1C=C2N(CCN(C2=CC1)C(=O)N[C@H]1CN(CC1)C)C1=CC=C(C=C1)F (R)-6-fluoro-4-(4-fluorophenyl)-N-(1-methylpyrrolidin-3-yl)-3,4-dihydroquinoxaline-1(2H)-carboxamide